N1C=NC=CC2=C1C=CC=C2 [1,3]benzodiazepine